4-(hydroxymethyl)-5-methoxy-7-methyl-1-tosyl-1H-indole-3-carbonitrile OCC1=C2C(=CN(C2=C(C=C1OC)C)S(=O)(=O)C1=CC=C(C)C=C1)C#N